(3R*,4R*)-1-Cyclohexyl-4-{[5-(2,4-difluoro-phenyl)-isoxazole-3-carbonyl]-amino}-piperidine-3-carboxylic acid ((1S*,2R*)-2-phenyl-cyclopropyl)-amide C1(=CC=CC=C1)[C@@H]1[C@H](C1)NC(=O)[C@@H]1CN(CC[C@H]1NC(=O)C1=NOC(=C1)C1=C(C=C(C=C1)F)F)C1CCCCC1 |o1:6,7,12,17|